NCC1CC(C1)CNC(=O)C1=C(C=C(C=C1)NC(=O)C=1N(C(=CN1)C1=C(C(=C(C=C1)OC)F)F)C)Cl N-[4-[[3-(aminomethyl)cyclobutyl]methylcarbamoyl]-3-chloro-phenyl]-5-(2,3-difluoro-4-methoxy-phenyl)-1-methyl-imidazole-2-carboxamide